C(C)(C)(C)OC(=O)N1CCNCC(C1)(F)F tert-butyl-6,6-difluoro-1,4-diazepan-1-carboxylate